3-(5-(Azetidin-3-yloxy)pyridin-2-ylamino)-5-bromo-1-methylpyridin-2(1H)-one Hydrochloride Cl.N1CC(C1)OC=1C=CC(=NC1)NC=1C(N(C=C(C1)Br)C)=O